ClC1=CC(=CC(=N1)N1C(C2=CC(=CC=C2C1)C(CC1=NN=CN1C)C)=O)CN1C[C@H](C[C@H](C1)C)C 2-(6-Chloro-4-(((3S,5R)-3,5-dimethylpiperidin-1-yl)methyl)pyridin-2-yl)-6-(1-(4-methyl-4H-1,2,4-triazol-3-yl)propan-2-yl)isoindolin-1-one